N-[5-(2-chloro-6-methyl-4-pyridinyl)-4-(3-cyanophenyl)thiazol-2-yl]piperazine-1-carboxamide benzyl-(3R)-3-{[(1s,3s)-3-fluorocyclobutyl]amino}pyrrolidine-1-carboxylate C(C1=CC=CC=C1)OC(=O)N1C[C@@H](CC1)NC1CC(C1)F.ClC1=NC(=CC(=C1)C1=C(N=C(S1)NC(=O)N1CCNCC1)C1=CC(=CC=C1)C#N)C